(E)-N'-(4-ethylbenzylidene)benzoyl-hydrazine C(C)C1=CC=C(\C=N\NC(C2=CC=CC=C2)=O)C=C1